CO[C@@]12[C@H](CN(C1)C(=O)N1CC3=C(CC1)NN=N3)CN(C2)C(=O)C2=CC(=NC(=C2)OCC2CCOCC2)C2CC2 trans-[3a-Methoxy-5-(1,4,6,7-tetrahydrotriazolo[4,5-c]pyridin-5-carbonyl)-3,4,6,6a-tetrahydro-1H-pyrrolo[3,4-c]pyrrol-2-yl]-[2-cyclopropyl-6-(oxan-4-ylmethoxy)pyridin-4-yl]methanon